4-(2-((tert-butyldimethylsilyl)oxy)ethyl)-7-hydroxy-2-(tetrahydro-2H-pyran-2-yl)-2,4-dihydro-5H-pyrazolo[4,3-b]pyridin-5-one [Si](C)(C)(C(C)(C)C)OCCN1C=2C(C(=CC1=O)O)=NN(C2)C2OCCCC2